C=C1CC(OC1=O)C1=C(C=CC=C1)C=1C=NN(C1)CC(=O)NC1COC1 2-(4-(2-(4-methylene-5-oxotetrahydrofuran-2-yl)phenyl)-1H-pyrazol-1-yl)-N-(oxetan-3-yl)acetamide